tert-butyl (E)-(3-fluoro-2-((3-fluoro-5-((4-oxo-2-thioxo-2,3,4,5-tetrahydro-1H-pyrrolo[3,2-d]pyrimidin-1-yl)methyl)phenoxy)methyl)allyl)carbamate F/C=C(\CNC(OC(C)(C)C)=O)/COC1=CC(=CC(=C1)CN1C(NC(C2=C1C=CN2)=O)=S)F